C(C)N(S(=O)(=O)NC=1C(=C(C(=O)C2=CNC3=NC=C(C=C32)C=3N=COC3)C=CC1)F)C 4-[3-[3-[[ethyl(methyl)sulfamoyl]amino]-2-fluoro-benzoyl]-1H-pyrrolo[2,3-b]pyridin-5-yl]oxazole